N-methyl-4-(4-(N-(p-tolyl)sulfamoyl)benzamido)benzamide CNC(C1=CC=C(C=C1)NC(C1=CC=C(C=C1)S(NC1=CC=C(C=C1)C)(=O)=O)=O)=O